5-[1-[4-[(3R,5R)-5-[(5-bromo-1-methyl-6-oxo-pyridazin-4-yl)amino]-1-methyl-3-piperidyl]benzoyl]azetidin-3-yl]oxy-2-(2,6-dioxo-3-piperidyl)isoindoline-1,3-dione BrC1=C(C=NN(C1=O)C)N[C@@H]1C[C@@H](CN(C1)C)C1=CC=C(C(=O)N2CC(C2)OC=2C=C3C(N(C(C3=CC2)=O)C2C(NC(CC2)=O)=O)=O)C=C1